ClC=1C=C(C=NC1)C1=NC(=C2N=CN(C2=N1)[C@H]1[C@@H]([C@@H]([C@H](O1)C(=O)NC(C)C)O)O)NCC1=NC=CC(=C1)C (2S,3S,4R,5R)-5-(2-(5-chloropyridin-3-yl)-6-(((4-methylpyridin-2-yl)methyl)amino)-9H-purin-9-yl)-3,4-dihydroxyl-N-isopropyltetrahydrofuran-2-formamide